NC1=NN=C(S1)C(CCO)(F)F 3-(5-amino-1,3,4-thiadiazol-2-yl)-3,3-difluoropropan-1-ol